C(C)(C)C1CCN(CC1)C1=NC=C(C(=N1)C)NC1=CC=C(CNC(=O)C2CNC(C2)=O)C=C1 N-(4-((2-(4-isopropylpiperidin-1-yl)-4-methylpyrimidin-5-yl)amino)benzyl)-5-oxopyrrolidine-3-carboxamide